(8-((2,3-dichlorophenyl)thio)imidazo[1,2-c]pyrimidin-5-yl)pyrrolidin-3-amine ClC1=C(C=CC=C1Cl)SC=1C=2N(C(=NC1)N1CC(CC1)N)C=CN2